N-(6-(4-(tert-butyl)phenyl)-1-phenyl-1H-pyrazolo[3,4-d]pyrimidin-4-yl)-5-nitrothiophene-2-carboxamide C(C)(C)(C)C1=CC=C(C=C1)C1=NC(=C2C(=N1)N(N=C2)C2=CC=CC=C2)NC(=O)C=2SC(=CC2)[N+](=O)[O-]